C12(CC3CC(CC(C1)C3)C2)C(CCCCCC)=O 1-(1-adamantyl)heptan-1-one